(R)-N-(3,5-difluoro-4-(4-(4-methylpiperazin-1-yl)piperidin-1-yl)phenyl)-6-(3-phenylisoxazolidin-2-yl)pyrimidin-4-amine FC=1C=C(C=C(C1N1CCC(CC1)N1CCN(CC1)C)F)NC1=NC=NC(=C1)N1OCC[C@@H]1C1=CC=CC=C1